6-[4-(1-methyl-1H-imidazol-2-yl)piperidin-1-yl]-2-azaspiro[3.3]heptane-2-carboxylic acid methyl ester COC(=O)N1CC2(C1)CC(C2)N2CCC(CC2)C=2N(C=CN2)C